N-[4-[1-[[4-[5-(difluoromethyl)-1,3,4-oxadiazol-2-yl]-2-fluorophenyl]methyl]imidazol-4-yl]phenyl]-4,5-dihydro-1H-imidazol-2-amine FC(C1=NN=C(O1)C1=CC(=C(C=C1)CN1C=NC(=C1)C1=CC=C(C=C1)NC=1NCCN1)F)F